C(C1=CC=CC=C1)(=O)N1CCCC2=CC=CC=C12 Benzoyl-tetrahydroquinoline